1,2-diheptanoyl-SN-glycerol C(CCCCCC)(=O)OC[C@@H](OC(CCCCCC)=O)CO